N-[3-(3-amino-2-methyl-phenyl)-2-chloro-phenyl]-4-(4-hydroxy-1-piperidyl)-4,5,6,7-tetrahydropyrazolo[1,5-a]pyridine-2-carboxamide NC=1C(=C(C=CC1)C=1C(=C(C=CC1)NC(=O)C1=NN2C(C(CCC2)N2CCC(CC2)O)=C1)Cl)C